chlorobutyl-vinylether ClCCCCOC=C